4-((1-methoxy-2-methylpropan-2-yl)amino)-2-((2-methoxy-4-(2-oxopyrrolidin-1-yl)phenyl)amino)-7H-pyrrolo[2,3-d]pyrimidine-5-carbonitrile COCC(C)(C)NC=1C2=C(N=C(N1)NC1=C(C=C(C=C1)N1C(CCC1)=O)OC)NC=C2C#N